2-NitroFluoranthene [N+](=O)([O-])C1=CC=2C3=CC=CC=C3C3=CC=CC(=C1)C23